1-[1-(2-fluoroacryloyl)azetidin-3-yl]-7-(3-hydroxyazetidin-1-yl)-3-[6-(trifluoromethyl)pyridin-3-yl]-2,3-dihydro-1H-imidazo[4,5-b]pyridin-2-one FC(C(=O)N1CC(C1)N1C(N(C2=NC=CC(=C21)N2CC(C2)O)C=2C=NC(=CC2)C(F)(F)F)=O)=C